BrC=1N=C(SC1)C(C(=O)NC)(C)C 2-(4-bromothiazol-2-yl)-N,2-dimethylpropanamide